O1N=CC(=C1)NC(=O)C=1N=C(N(C(C1OC)=O)C)N(CC1=CC=CC2=CC=CC=C12)C N-(isoxazol-4-yl)-5-methoxy-1-methyl-2-(methyl(naphthalen-1-ylmethyl)amino)-6-oxo-1,6-dihydropyrimidine-4-carboxamide